C(C)(C)(C)OC(=O)NC(C(C(=O)OC)NC(C1=CC=C(C=C1)C#C)=O)(C)C methyl 3-(tert-butoxycarbonylamino)-2-[(4-ethynylbenzoyl) amino]-3-methyl-butyrate